CC(C(=O)C1=CC=C(C=C1)SC)(C)N1CCOCC1 2-methyl-[4-(methylthio)phenyl]2-morpholino-1-propanone